(2-fluoro-6-methoxyphenyl)(p-tolyl)sulfane FC1=C(C(=CC=C1)OC)SC1=CC=C(C=C1)C